COC(=O)[C@@H]1CN(CC[C@H]1NC(=O)C1=NOC(=C1)C1=C(C=CC=C1)C(F)(F)F)CC1CC1 |r| rac-(3R,4R)-1-cyclopropylmethyl-4-{[5-(2-trifluoromethyl-phenyl)-isoxazole-3-carbonyl]-amino}-piperidine-3-carboxylic acid methyl ester